Neodymium acetate C(C)(=O)[O-].[Nd+3].C(C)(=O)[O-].C(C)(=O)[O-]